1-((1S,3S)-3-(3-AZABICYCLO[3.2.1]OCTAN-3-YL)CYCLOBUTYL)-6-(4-(CYCLOPROPYLAMINO)-3-ISOPROPYL-3H-IMIDAZO[4,5-C]PYRIDIN-6-YL)SPIRO[INDOLINE-3,4'-PIPERIDIN]-2-ONE [C@H]12CN(CC(CC1)C2)C2CC(C2)N2C(C1(CCNCC1)C1=CC=C(C=C21)C2=CC1=C(C(=N2)NC2CC2)N(C=N1)C(C)C)=O